C1(CC1)C1=CC(=NN1)NC=1N=C(C2=C(N1)C=C(O2)C2=CC=NC=C2)N2CCOCC2 N-(5-cyclopropyl-1H-pyrazol-3-yl)-4-morpholino-6-(pyridin-4-yl)furo[3,2-d]pyrimidin-2-amine